6-(2-(3,5-difluorophenyl)propionyl)-2-(1-(4-fluorophenyl)cyclopropyl)-5,6,7,8-tetrahydropyrido[4,3-d]pyrimidin-4(3H)-one FC=1C=C(C=C(C1)F)C(C(=O)N1CC2=C(N=C(NC2=O)C2(CC2)C2=CC=C(C=C2)F)CC1)C